C(CCCCCCCCCCCCCCCCC)OOCCCCCCCCCCCCCCCCCC Stearylperoxid